CC(C(O)C=1SC=CC1)=C 2-methyl-1-(thiophen-2-yl)prop-2-en-1-ol